C1CCC2=C(C=CC=C12)C1=C(C=C2C(=N1)C(=NN2)C=2C=CC(=NC2)C2N(CCC(C2)C#N)CCO)OC (5-(5-(2,3-dihydro-1H-inden-4-yl)-6-methoxy-1H-pyrazolo[4,3-b]pyridin-3-yl)pyridin-2-yl)-1-(2-hydroxyethyl)piperidine-4-carbonitrile